OC1CCN(CC1)C1=NOC(=C1)C(C(=O)OCC)C(C)C Ethyl 2-(3-(4-hydroxypiperidin-1-yl)isoxazol-5-yl)-3-methylbutanoate